[Si](C)(C)(C(C)(C)C)OCC(C)N1CCOC=2C=3C1=NC=NC3C=C(C2Cl)C2=C(C(=CC(=N2)N)C)C(F)(F)F 6-(4-(1-((tert-butyldimethylsilyl)oxy)propan-2-yl)-8-chloro-5,6-dihydro-4H-[1,4]oxazepino[5,6,7-de]quinazolin-9-yl)-4-methyl-5-(trifluoromethyl)pyridin-2-amine